(R)-2-isopropylpiperazine-1-carboxylic acid tert-butyl ester C(C)(C)(C)OC(=O)N1[C@@H](CNCC1)C(C)C